ClC=1C(=CC2=C(N(C(N=C2N2[C@H](CN(CC2)C(=O)OC(C)(C)C)C)=O)C2=C(C=CC=C2)C(C)C)N1)F tert-butyl (S)-4-(7-chloro-6-fluoro-1-(2-isopropylphenyl)-2-oxo-1,2-dihydropyrido[2,3-d]pyrimidin-4-yl)-3-methylpiperazine-1-carboxylate